2-(1-methyl-1H-pyrazol-4-yl)-N-(2-methyl-5-(3-(pyrrolidin-2-yl)propanamido)pyridin-3-yl)pyrazolo[5,1-b]thiazole-7-carboxamide CN1N=CC(=C1)C1=CN2C(S1)=C(C=N2)C(=O)NC=2C(=NC=C(C2)NC(CCC2NCCC2)=O)C